(3-chloro-4-(4-(2-(1-(hydroxymethyl)cyclopropyl)pyridin-4-yl)thiophen-2-yl)phenyl)(4-hydroxy-4-methylpiperidin-1-yl)methanone ClC=1C=C(C=CC1C=1SC=C(C1)C1=CC(=NC=C1)C1(CC1)CO)C(=O)N1CCC(CC1)(C)O